N-((S)-(4,4-Difluorocyclohexyl)(5-((R)-1-(4,4,4-trifluoro-3-(trifluoromethyl)butanamido)ethyl)-1H-benzo[d]imidazol-2-yl)methyl)-1-methyl-1H-pyrazole-5-carboxamide FC1(CCC(CC1)[C@H](NC(=O)C1=CC=NN1C)C1=NC2=C(N1)C=CC(=C2)[C@@H](C)NC(CC(C(F)(F)F)C(F)(F)F)=O)F